7-hydroxy-3-(2-(2-(pyridin-2-ylmethylene)hydrazino)thiazol-4-yl)-2H-chromen-2-one OC1=CC=C2C=C(C(OC2=C1)=O)C=1N=C(SC1)NN=CC1=NC=CC=C1